N-benzylidenephenylmethylamine C(C1=CC=CC=C1)=NCC1=CC=CC=C1